(S)-1-(5-fluoro-4-((1-(5-(3-fluoro-5-methylphenyl)-4,5-dihydro-1H-pyrazole-1-carbonyl)azetidin-3-yl)oxy)pyridin-2-yl)-3,5-dimethyl-1H-pyrazole-4-carboxylic acid FC=1C(=CC(=NC1)N1N=C(C(=C1C)C(=O)O)C)OC1CN(C1)C(=O)N1N=CC[C@H]1C1=CC(=CC(=C1)C)F